(3-(6-bromopyrazin-2-yl)imidazo[1,2-a]pyridin-6-yl)-1,1,1-trifluoropropan-2-ol BrC1=CN=CC(=N1)C1=CN=C2N1C=C(C=C2)C(C(F)(F)F)(C)O